2-hydroxyl-naphthyl-curcumin OC1=C(C2=CC=CC=C2C=C1)COC1=CC(=CC=C1O)\C=C\C(=O)CC(=O)\C=C\C1=CC=C(O)C(OC)=C1